NC=1C(=NC(=C(N1)N)Cl)C(=O)NC(NCCCCC1=CC=C(C=C1)C1=CC=C(C=C1)CCC(=O)NCCCC[C@@H](N)C(=O)O)=N N6-(3-(4'-(4-(3-(3,5-diamino-6-chloropyrazine-2-carbonyl)guanidino)butyl)-[1,1'-biphenyl]-4-yl)propanoyl)-D-lysine